C(C=CC=CCCCCCCCCCCCCC)(=O)OCCCCCCCCCCCCCCCCCCCCCCCCCCCCC(=O)N[C@H](CO)[C@H](O)C(CCCCCCCCCCCCCCCC)O N-(29-(9Z,12Z-octadecadienoyloxy)-nonacosanoyl)-4R-hydroxy-eicosasphinganine